4-hydroxy-3,4,5-trimethylpiperidine-1-carboxylate OC1(C(CN(CC1C)C(=O)[O-])C)C